C(C)(C)(C)[Si](C1=CC=CC=C1)C1=CC=CC=C1 (tert-butyl)Diphenyl-silicon